diethyl ((4-(bromomethyl)phenyl)methyl)phosphonate BrCC1=CC=C(C=C1)CP(OCC)(OCC)=O